C1(=CC=CC2=CC=CC=C12)COC1=CC=C(C=N1)CC1=NOC(=C1)C=1C(=NC=CC1)N 3-(3-((6-(naphthalen-1-ylmethoxy)pyridin-3-yl)methyl)isoxazol-5-yl)pyridin-2-amine